COC(CC1=C(C=C(C=C1)C=C)OCC1=CC=CC=C1)=O.FC(CC[Si](O[SiH](C)C)(O[SiH](C)C)O[SiH](C)C)(F)F trifluoropropyltris(dimethylsilyloxy)silane Methyl-2-(2-(benzyloxy)-4-vinylphenyl)acetate